4-(2-chloro-3-fluorophenyl)-1H-pyrrole-3-carbonitrile ClC1=C(C=CC=C1F)C=1C(=CNC1)C#N